1-methylcyclopentane-1-carbonyl chloride CC1(CCCC1)C(=O)Cl